(3S,6S,9S,12S,15S)-6-(Aminomethyl)-16-(4-butylbenzyl)-9-cyclohexyl-3-(hydroxymethyl)-12-isobutyl-13,15-dimethyl-1,4,7,10,13,16-hexaazacyclooctadecane-2,5,8,11,14-pentaone NC[C@H]1C(N[C@H](C(NCCN([C@H](C(N([C@H](C(N[C@H](C(N1)=O)C1CCCCC1)=O)CC(C)C)C)=O)C)CC1=CC=C(C=C1)CCCC)=O)CO)=O